S(=O)(=O)(C1=CC=C(C)C=C1)C(CC1=CC=C(C=C1)C(F)(F)F)[N+]#[C-] TOSYL-(4-TRIFLUORoMETHYLBENZYL)-METHYLISOCYANIDE